distyrylphenyl Ether C(=CC1=CC=CC=C1)C=1C(=C(C=CC1)OC1=C(C(=CC=C1)C=CC1=CC=CC=C1)C=CC1=CC=CC=C1)C=CC1=CC=CC=C1